(5R)-2-[4-(4-chlorophenyl)oxane-4-carbonyl]-9,9-dimethyl-8-oxo-2-azaspiro[4.5]dec-6-ene-7-carbonitrile ClC1=CC=C(C=C1)C1(CCOCC1)C(=O)N1C[C@]2(CC1)C=C(C(C(C2)(C)C)=O)C#N